CP(=O)(C)C1=C(N(N=C1)C)CN1CC2(CN(C2)C(=O)N2CC3(C2)CC(C3)N3N=C(N=C3)C(F)(F)F)C1 [6-[(4-dimethylphosphoryl-2-methyl-pyrazol-3-yl)methyl]-2,6-diazaspiro[3.3]heptan-2-yl]-[6-[3-(trifluoromethyl)-1,2,4-triazol-1-yl]-2-azaspiro[3.3]heptan-2-yl]methanone